(3R)-3-[2-[(2-methylpropan-2-yl)oxycarbonyl]-3,4-dihydro-1H-isoquinolin-5-yl]pentanoic acid CC(C)(C)OC(=O)N1CC2=CC=CC(=C2CC1)[C@@H](CC(=O)O)CC